3-(4-Fluoro-2-methylphenoxy)-N-(2-oxopiperidin-3-yl)-6-(trifluoromethyl)pyridazine-4-carboxamide FC1=CC(=C(OC=2N=NC(=CC2C(=O)NC2C(NCCC2)=O)C(F)(F)F)C=C1)C